3-(dimethylphosphoryl)-1H-pyrazole-1-carboxylate CP(=O)(C)C1=NN(C=C1)C(=O)[O-]